(1R)-1-{5-[1-Methyl-4-(trifluoromethyl)-1H-pyrazol-5-yl]-1,2,4-oxadiazol-3-yl}-6-azaspiro[2.5]octan-6-sulfonamid CN1N=CC(=C1C1=NC(=NO1)[C@@H]1CC12CCN(CC2)S(=O)(=O)N)C(F)(F)F